C[Si](CCOCN1C=CC2=CC=CC(=C12)N)(C)C 1-((2-(trimethylsilyl)ethoxy)methyl)-1H-indol-7-amine